octane-1,8-diylbis((3-isocyanato-4-methylphenyl) carbamate) C(CCCCCCCN(C([O-])=O)C1=CC(=C(C=C1)C)N=C=O)N(C([O-])=O)C1=CC(=C(C=C1)C)N=C=O